C(CC)C(C(C(=O)[O-])(S(=O)(=O)O)CCCCCCC)(C(=O)[O-])CCC.[Na+].[Na+] sodium dipropylheptylsulfosuccinate